NC=1C=CC(=C(C1)S(=O)(=O)O)NC1=CC=CC=C1 5-amino-2-(phenylamino)benzenesulfonic acid